C(CC)(=O)C1=CC=C(C=C1)N1CC=2C(=NC=CC2C1=O)C1=C(C=CC=C1)OCC(F)(F)F 2-(4-propanoylphenyl)-4-[2-(2,2,2-trifluoroethoxy)phenyl]-2,3-dihydro-1H-pyrrolo[3,4-c]pyridin-1-one